6-amino-1-isopropyl-3-(6-(4-isopropyl-4H-1,2,4-triazol-3-yl)pyridin-2-yl)quinolin-4(1H)-one NC=1C=C2C(C(=CN(C2=CC1)C(C)C)C1=NC(=CC=C1)C1=NN=CN1C(C)C)=O